COC=1C=C(C=CC1OC)C=1N(C2=C(C(=NC(=C2)C2=CC=C(C=C2)N2CCN(CC2)C(C)C)C)N1)C 2-(3,4-dimethoxyphenyl)-6-(4-(4-isopropylpiperazin-1-yl)phenyl)-1,4-dimethyl-1H-imidazo[4,5-c]pyridine